didodecylsulfosuccinate sodium salt [Na+].C(CCCCCCCCCCC)C(C(C(=O)[O-])S(=O)(=O)O)(C(=O)[O-])CCCCCCCCCCCC.[Na+]